4-(1H-pyrrol-3-yl)-2,3-dihydropyrrolo[3,4-c]pyridin-1-one N1C=C(C=C1)C1=NC=CC2=C1CNC2=O